6-Oxo-1-phenyl-N-[(1R)-1-(3-trimethylsilylphenyl)ethyl]pyridazine-3-carboxamide O=C1C=CC(=NN1C1=CC=CC=C1)C(=O)N[C@H](C)C1=CC(=CC=C1)[Si](C)(C)C